9-(4-(2-(2-aminopyridin-3-yl)-5-phenyl-3H-imidazo[4,5-b]pyridin-3-yl)benzyl)-3,9-diazaspiro[5.5]undecane-3-carboxylate NC1=NC=CC=C1C1=NC=2C(=NC(=CC2)C2=CC=CC=C2)N1C1=CC=C(CN2CCC3(CCN(CC3)C(=O)[O-])CC2)C=C1